CC(C)(COP(=O)(O)OP(=O)(O)OC[C@@H]1[C@H]([C@H]([C@@H](O1)N2C=NC3=C(N=CN=C32)N)O)OP(=O)(O)O)[C@H](C(=O)NCCC(=O)NCCSC(=O)CCCCCCCCC(=O)O)O The molecule is an alpha,omega dicarboxyacyl-CoA that results from the formal condensation of the thiol group of coenzyme A with one of the carboxy groups of decanedioic acid. It derives from a sebacic acid. It is a conjugate acid of a decanedioyl-CoA(5-).